FC=1C(=C(C=CC1)N1CCN(CC1)C(CN1N=C(C2=C1CCC2)C(=O)N2CCC(CC2)OCCO)=O)C 1-(4-(3-fluoro-2-methylphenyl)piperazin-1-yl)-2-(3-(4-(2-hydroxyethoxy)piperidine-1-carbonyl)-5,6-dihydrocyclopenta[c]pyrazol-1(4H)-yl)ethanone